Cl.FC1=C(C=CC(=C1)F)C1=CC(=C(C=C1)O)C(=O)OCCN(CC)CC 2-(diethylamino)ethyl 2',4'-difluoro-4-hydroxy-[1,1'-biphenyl]-3-carboxylate hydrochloride